2-[4-(2,2-difluorocyclopropyl)-2-fluoro-6-methylphenyl]-6-ethoxy-2,5-dihydro-4H-pyrazolo[3,4-d]pyrimidin-4-one FC1(C(C1)C1=CC(=C(C(=C1)C)N1N=C2N=C(NC(C2=C1)=O)OCC)F)F